N(=C=S)CCCCS(=O)C 1-isothiocyanato-4-methylsulfinylbutane